ClC=1C=C2C(=CC=NC2=CC1C1=C(C=CC=C1C)C)O 6-chloro-7-(2,6-dimethylphenyl)quinolin-4-ol